propane-1,3-diyl bis(4,4-bis(((Z)-oct-5-en-1-yl)oxy)butanoate) C(CCC\C=C/CC)OC(CCC(=O)OCCCOC(CCC(OCCCC\C=C/CC)OCCCC\C=C/CC)=O)OCCCC\C=C/CC